tert-butyl (8-(3,3-difluorocyclobutyloxy)imidazo[1,2-a]pyridin-6-yl)carbamate FC1(CC(C1)OC=1C=2N(C=C(C1)NC(OC(C)(C)C)=O)C=CN2)F